ethyl 4-(4-amino-2-oxopyrimidin-1(2H)-yl)cyclohex-3-ene-1-carboxylate NC1=NC(N(C=C1)C1=CCC(CC1)C(=O)OCC)=O